CN(CCNCCN)C N1,N1-dimethyl-diethylenetriamine